N-(2-ethyl-4-methyl-5-oxo-5,6,7,8-tetrahydro-4H-pyrazolo[1,5-a][1,3]diazepin-6-yl)-1-(2-fluorobenzyl)-1H-1,2,4-triazole-3-carboxamide C(C)C1=NN2C(N(C(C(CC2)NC(=O)C2=NN(C=N2)CC2=C(C=CC=C2)F)=O)C)=C1